(R)-N1-(2-methylbenzyl)-N1-(2-methylbutyl)oxalamide (R)-2,2,2-trifluoroethyl-2-((2-methylbenzyl)(2-methylbutyl)amino)-2-oxoacetate FC(COC(C(=O)N(C[C@@H](CC)C)CC1=C(C=CC=C1)C)=O)(F)F.CC1=C(CN(C(C(=O)N)=O)C[C@@H](CC)C)C=CC=C1